COC(=O)C=1N=NC(=CC1NC1=CC(=CC=C1)C(=O)OC(C)(C)C)Cl 4-((3-(tert-Butoxycarbonyl)phenyl)amino)-6-chloropyridazine-3-carboxylic acid methyl ester